CCCCCCCCC=CO decen-1-ol